7-((1r,4r)-4-(2-fluoro-6-methylphenyl)cyclohexyl)-3-methyl-5-((3-(trifluoromethoxy)pyridin-2-yl)methyl)pyrido[2,3-b]pyrazin-6(5H)-one FC1=C(C(=CC=C1)C)C1CCC(CC1)C1=CC=2C(=NC(=CN2)C)N(C1=O)CC1=NC=CC=C1OC(F)(F)F